C1(CC1)N1N=C(C(=C1)C)C(=O)N1CC2=C(C=C(C=C2CC1)C=1C=C2C(=NC1)NC=C2C)[C@H]2NCCC2 (S)-(1-cyclopropyl-4-methyl-1H-pyrazol-3-yl)-[6-(3-methyl-1H-pyrrolo[2,3-b]pyridin-5-yl)-8-[pyrrolidin-2-yl]-3,4-dihydro-1H-isoquinolin-2-yl]methanone